[3-(10-Hexadecyl-7,8-dimethyl-2,4-dioxo-4,10-dihydro-2H-benzo[g]pteridin-3-yl)-propyl]-triethyl-ammonium iodid [I-].C(CCCCCCCCCCCCCCC)N1C2=C(N=C3C(N(C(N=C13)=O)CCC[N+](CC)(CC)CC)=O)C=C(C(=C2)C)C